7-bromo-2-chloro-N-(5-methyl-1H-pyrazol-3-yl)quinazolin-4-amine BrC1=CC=C2C(=NC(=NC2=C1)Cl)NC1=NNC(=C1)C